NC=1C(=CC2=C(OCCO2)C1)C(=O)[O-] 7-amino-2,3-dihydrobenzo[b][1,4]dioxine-6-carboxylate